CC1=CC=C2CCC(NC2=C1)C1=CC=C(C(=O)N)C=C1 4-(7-methyl-1,2,3,4-tetrahydroquinolin-2-yl)benzamide